C1(=CC=C(C=C1)N(C1=CC=C(C=C1)C1=CC2=CC=CC=C2C=C1)C=1C=C(C=CC1)C=1C(=CC(=CC1C1=CC=CC=C1)C1=CC=CC=C1)C1=CC=CC=C1)C1=CC=CC=C1 (biphenyl-4-yl)-(3',5'-diphenyl-1,1':2',1''-terphenyl-3''-yl)-(4-naphthalen-2-yl-phenyl)-amine